COC=1C=C2C(=CC=NC2=CC1OC)OC1=CC=C(C=C1)NC(=O)C1(CC1)C(=O)O cyclopropane-1,1-dicarboxylic acid [4-(6,7-dimethoxy-quinolin-4-yloxy)-phenyl]-amide